NN1N=C(C(=C1)C#N)C(F)(F)F 1-amino-3-(trifluoromethyl)-1H-pyrazole-4-carbonitrile